1-(5-cyclopropylpyridin-2-yl)-N-methylmethanamine C1(CC1)C=1C=CC(=NC1)CNC